4-(4-((1R,5R)-2-acryloyl-2,6-diazabicyclo[3.2.0]heptan-6-yl)-3-chloro-8-fluoro-1,6-naphthyridin-7-yl)-5-ethynylnaphthalen-2-yl acrylate C(C=C)(=O)OC1=CC2=CC=CC(=C2C(=C1)C1=NC=C2C(=C(C=NC2=C1F)Cl)N1[C@@H]2CCN([C@@H]2C1)C(C=C)=O)C#C